5,5-dimethylpyrrolidine-3-carboxylic acid methyl ester COC(=O)C1CNC(C1)(C)C